C(CCC)(=O)OC(CC1=CC=CC=C1)(C)C 2-methyl-1-phenylpropan-2-yl butyrate